COC=1C=C(C=NC1)C1=CN(C(C(=C1C)C)=O)C 5-methoxy-1',4',5'-trimethyl-6'-oxo-1',6'-dihydro-[3,3'-bipyridine]